2-[3-(hydroxymethyl)-4-[1-methyl-5-[[5-[(2S)-2-methyl-4-(oxetan-3-yl)piperazin-1-yl]-2-pyridyl]amino]-6-oxo-3-pyridyl]-2-pyridyl]-5,6,7,8-tetrahydro-1H-pyrrolo[3,4-b]indolizin-3-one OCC=1C(=NC=CC1C1=CN(C(C(=C1)NC1=NC=C(C=C1)N1[C@H](CN(CC1)C1COC1)C)=O)C)N1CC=2C=C3CCCCN3C2C1=O